tert-butyl α-bromoisobutyrate BrC(C(=O)OC(C)(C)C)(C)C